5-fluoro-1-iodo-3-methyl-2-((1r,4r)-4-(trifluoromethoxy)cyclohexyl)benzene FC=1C=C(C(=C(C1)I)C1CCC(CC1)OC(F)(F)F)C